ClC1=C(C=C(C=C1)F)C1(N(C(C=2C=3N(C=C(C21)C2=C(C(=O)N)C=C(C=C2C(F)(F)F)F)N=CN3)=O)CC3=CC=C(C=C3)OC)O [7-(2-chloro-5-fluorophenyl)-7-hydroxy-8-[(4-methoxyphenyl)methyl]-9-oxo-8,9-dihydro-7H-[1,2,4]triazolo[1,5-a]pyrrolo[4,3-c]pyridin-6-yl]-5-fluoro-3-(trifluoromethyl)benzamide